1H-1,2,3-triazolo[4,5-b]Pyridinium 3-oxide hexafluoro-phosphate F[P-](F)(F)(F)(F)F.[NH2+]1N=[N+](C2=NC=CC=C21)[O-]